4-{(S)-2-(4-ethylthiazol-2-yl)-2-[(S)-2-(methoxycarbonyl)-3-methylbutanamido]-ethyl}phenyl-sulfamic acid C(C)C=1N=C(SC1)[C@H](CC1=CC=C(C=C1)NS(O)(=O)=O)NC([C@H](C(C)C)C(=O)OC)=O